tert-butyl (3S,5S)-3-((8-carbamoyl-6-(2-cyano-4-(2-hydroxy-2-methylpropoxy)phenyl)pyrido[3,2-d]pyrimidin-4-yl)amino)-5-fluoropiperidine-1-carboxylate C(N)(=O)C1=CC(=NC2=C1N=CN=C2N[C@@H]2CN(C[C@H](C2)F)C(=O)OC(C)(C)C)C2=C(C=C(C=C2)OCC(C)(C)O)C#N